Cl.CC1(C[C@H]2CC[C@@H](C1)N2)O (1R,5S)-3-methyl-8-azabicyclo[3.2.1]octan-3-ol hydrochloride